2'-deoxy-2'-fluorouridine F[C@H]1[C@@H](O[C@@H]([C@H]1O)CO)N1C(=O)NC(=O)C=C1